8-bromo-2-methyl-6-(3-methyltetrahydrofuran-3-yl)pyrido[4,3-d]pyrimidine-4,7(3H,6H)-dione BrC=1C(N(C=C2C1N=C(NC2=O)C)C2(COCC2)C)=O